3-(5-(3-Chlorophenyl)-3-hydroxypicolinamido)propionic acid ClC=1C=C(C=CC1)C=1C=C(C(=NC1)C(=O)NCCC(=O)O)O